bis[4-(4-maleimidophenoxy)phenyl]propane (1R,3S)-3-{5-[(3-methyl-2-oxobenzo[d][1,3]oxazol-6-yl)amino]-2H-pyrazol-3-yl}cyclopentyl-[(4-nitrophenyl)oxy]methanoate CN1C(OC2=C1C=CC(=C2)NC=2C=C(NN2)[C@@H]2C[C@@H](CC2)C2=C(C=CC(=C2)[N+](=O)[O-])OC(=O)O)=O.C2(C=CC(N2C2=CC=C(OC1=CC=C(C=C1)C(C)(C)C1=CC=C(C=C1)OC1=CC=C(C=C1)N1C(C=CC1=O)=O)C=C2)=O)=O